β-3-furylalanine O1C=C(C=C1)C[C@H](N)C(=O)O